(((S)-piperidin-3-yl)amino)-6-(4-(((S)-3-(trifluoromethyl)morpholino)methyl)phenyl)pyrido[3,2-d]pyrimidine-8-carboxamide N1C[C@H](CCC1)NC=1N=CC2=C(N1)C(=CC(=N2)C2=CC=C(C=C2)CN2[C@@H](COCC2)C(F)(F)F)C(=O)N